COC1=C(C=C(C(=O)OC)C=C1)COC1=CC(=CC=C1)COS(=O)(=O)C methyl 4-methoxy-3-((3-(methylsulfonyloxymethyl)phenoxy)methyl)benzoate